CC=1N(C(C2=CC=C(C=C2C1C(=O)O)C1=C(C=CC=C1)C(F)(F)F)=O)C1=CC=CC=C1 3-methyl-1-oxo-2-phenyl-6-(2-(trifluoromethyl)phenyl)-1,2-dihydroisoquinoline-4-carboxylic acid